COC(=O)C=1N(C=CC1)C1=C(C=NC=C1)[N+](=O)[O-] 1-(3-nitro-4-pyridinyl)pyrrole-2-carboxylic acid methyl ester